N[C@H]1[C@@H](C2=C(N(C1=O)CC)N(N=C2)C2=CC=CC=C2)C2=CC(=CC=C2)N (4R,5S)-5-amino-4-(3-aminophenyl)-7-ethyl-1-phenyl-1,4,5,7-tetrahydro-6H-pyrazolo[3,4-b]pyridin-6-one